N-(6-amino-5-methyl-3-pyridyl)-2-[(2R,5S)-2-(1H-indazol-6-yl)-5-methyl-1-piperidyl]-2-oxo-acetamide NC1=C(C=C(C=N1)NC(C(=O)N1[C@H](CC[C@@H](C1)C)C1=CC=C2C=NNC2=C1)=O)C